P(=O)(OC)(OC1=C(C=CC=C1)Cl)OC[C@@H](COCCCCCCCCCCCCCCCCCC)OCC1=NC(=CC=C1)C#N methyl (2-chlorophenyl) ((R)-2-((6-cyano pyridin-2-yl)methoxy)-3-(octadecyloxy)propyl) phosphate